(R)-6-methyl-1-m-methylphenylbenzo[d][1,3,2]thiaselenazol-1-one CC1=CC2=C([Se]NS2(=O)C2=CC(=CC=C2)C)C=C1